CC1(C(CCCC1)(C(=O)O)C)C(=O)O dimethyl-cyclohexane-1,2-dicarboxylic acid